C(C)(C)(C)OC(CCCCOC1=NOC(=C1)C(C(=O)O)C(C)C)=O 2-(3-((5-(tert-Butyloxy)-5-oxopentyl)oxy)isoxazol-5-yl)-3-methylbutanoic acid